tert-butyl 2-[[5-(trifluoromethyl)-2-[2-(trifluoromethyl)pyrimidin-5-yl]-4-pyridyl]methylcarbamoyl]-3-azabicyclo[2.1.1]hexane-3-carboxylate FC(C=1C(=CC(=NC1)C=1C=NC(=NC1)C(F)(F)F)CNC(=O)C1C2CC(N1C(=O)OC(C)(C)C)C2)(F)F